3-(3-(4-((4-aminopiperidin-1-yl)methyl)phenyl)-2-(2-aminopyridin-3-yl)-3H-imidazo[4,5-b]pyridin-5-yl)pyridin-2(1H)-one NC1CCN(CC1)CC1=CC=C(C=C1)N1C(=NC=2C1=NC(=CC2)C=2C(NC=CC2)=O)C=2C(=NC=CC2)N